BrC=1N=C(N2C1C(=CC(=C2)S(=O)(=O)N(CC2=C(C=C(C=C2)OC)OC)C2(COC2)C#N)Cl)C=2SC(=NN2)C(F)F 1-Bromo-8-chloro-N-(3-cyanooxetane-3-yl)-3-(5-(difluoromethyl)-1,3,4-thiadiazol-2-yl)-N-(2,4-dimethoxybenzyl)imidazo[1,5-a]pyridine-6-sulfonamide